ClC=1C=C(C2=C(C(CO2)O)C1)S(=O)(=O)NC1=C(C(=C(C=C1)F)C=1C=C2C=NC(=NC2=C(C1)CC)NC1CCOCC1)F 5-chloro-N-{3-[8-ethyl-2-(oxan-4-ylamino)quinazolin-6-yl]-2,4-difluorophenyl}-3-hydroxy-2,3-dihydro-1-benzofuran-7-sulfonamide